Gadolinium 2,2',2''-(10-{1-carboxy-2-[2-(4-ethoxyphenyl)ethoxy]ethyl}-1,4,7,10-tetraazacyclododecan-1,4,7-triyl)triacetat C(=O)(O)C(COCCC1=CC=C(C=C1)OCC)N1CCN(CCN(CCN(CC1)CC(=O)[O-])CC(=O)[O-])CC(=O)[O-].[Gd+3]